6,6-dimethyl-3-((7-(4-methyl-3-(morpholine-4-carbonyl)-6-(trifluoromethyl)pyridin-2-yl)thieno[3,2-b]pyridin-2-yl)methyl)-3-azabicyclo[3.1.0]hexane-2,4-dione CC1(C2C(N(C(C12)=O)CC1=CC2=NC=CC(=C2S1)C1=NC(=CC(=C1C(=O)N1CCOCC1)C)C(F)(F)F)=O)C